[C@@H](C)(CC)NC=1C2=C(N=C(N1)NC1=CC=C(C3=C1OCCO3)C(=O)N3CCOCC3)NC=C2Cl (R)-(8-((4-(sec-butylamino)-5-chloro-7H-pyrrolo[2,3-d]pyrimidin-2-yl)amino)-2,3-dihydrobenzo[b][1,4]dioxin-5-yl)(morpholino)methanone